2-[3-(4-chloro-3-fluorophenyl)-1-ethyl-1H-1,2,4-triazol-5-yl]-N-[(1R,2S)-2-hydroxy-2,3-dihydro-1H-inden-1-yl]acetamide ClC1=C(C=C(C=C1)C1=NN(C(=N1)CC(=O)N[C@H]1[C@H](CC2=CC=CC=C12)O)CC)F